O[C@H]1[C@@H]([C@@H]2[C@H](OCC(=CC2)CCCC(=O)OC(C)C)C1)\C=C\[C@H](COC1=CC=CC=C1)O 2-propanyl 4-{(5aR,6R,7R,8aR)-7-hydroxy-6-[(1E,3R)-3-hydroxy-4-phenoxy-1-buten-1-yl]-5,5a,6,7,8,8a-hexahydro-2H-cyclopenta[b]oxepin-3-yl}butanoate